FC1=CC=C(C=C1)C1=CC(=C(N1)SC)C#N (l)-5-(4-fluorophenyl)-2-(methylthio)-1H-pyrrole-3-carbonitrile